ClCCC(O)C1=CC=C(C=C1)F 3-chloro-1-(4-fluorophenyl)propan-1-ol